(R)-morpholine-3-carboxylic acid methyl ester hydrochloride Cl.COC(=O)[C@@H]1NCCOC1